C(C1=CC=CC=C1)OC(NC1CCC(CC1)N1C(N(CC1)C1=NC=C(N=C1)C(F)F)=O)=O ((1r,4r)-4-(3-(5-(difluoromethyl)pyrazin-2-yl)-2-oxoimidazolidin-1-yl)cyclohexyl)carbamic acid benzyl ester